BrC=1C(=CC=C2C=CNC12)OC 7-bromo-6-methoxy-1H-indole